3-aminopropyltributoxysilane NCCC[Si](OCCCC)(OCCCC)OCCCC